C1(=CC=C(C=C1)C1=NC(=NC(=C1)C=1C=C(C=CC1)C=1C(=CC=CC1)C=1C(=CC=CC1)C=1C(=CC=CC1)C1=CC=CC=C1)C1=CC=CC=C1)C1=CC=CC=C1 4-([1,1'-biphenyl]-4-yl)-6-([1,1':2',1'':2'',1''':2''',1''''-quinquephenyl]-3-yl)-2-phenylpyrimidine